6-amino-2-(4-aminophenyl)benzimidazole NC=1C=CC2=C(N=C(N2)C2=CC=C(C=C2)N)C1